ammonium pyrene C1=CC=C2C=CC3=CC=CC4=CC=C1C2=C34.[NH4+]